C(C)S(=O)(=O)C1=CC=C(C=C1)[C@H](CO)NC(C1=CC=C(C=C1)N1[C@@H](C[C@H](C1)OC1=CC=C(C=C1)C(F)(F)F)CO)=O N-((R)-1-(4-(ethylsulfonyl)phenyl)-2-hydroxyethyl)-4-((2S,4R)-2-(hydroxymethyl)-4-(4-(trifluoromethyl)phenoxy)pyrrolidin-1-yl)benzamide